FC(C=1C(=C(C=CC1)C(C)NC=1C2=C(N=C(N1)C)C=NC(=C2)N2C[C@H]([C@H](C2)F)NC(OC(C)(C)C)=O)F)F tert-butyl {(cis)-1-[4-({(11R)-1-[3-(difluoromethyl)-2-fluorophenyl]ethyl}amino)-2-methylpyrido[3,4-d]pyrimidin-6-yl]-4-fluoropyrrolidin-3-yl}carbamate